The molecule is an organic iodide salt. It has a role as a fluorochrome. It contains a diIC18(7)(1+). It derives from a C7-indocyanine. CCCCCCCCCCCCCCCCCCN\\1C2=CC=CC=C2C(/C1=C\\C=C\\C=C\\C=C\\C3=[N+](C4=CC=CC=C4C3(C)C)CCCCCCCCCCCCCCCCCC)(C)C.[I-]